C(#N)C1=C(C=CC(=C1OC=1C=C2C(N(C=NC2=CC1)C1=CC=C(C=C1)N1[C@H](CNCC1)C)=O)F)NS(=O)(=O)N1C[C@@H](CC1)F (3R)-N-{2-cyano-4-fluoro-3-[(3-{4-[(2S)-2-methylpiperazin-1-yl]phenyl}-4-oxoquinazolin-6-yl)oxy]phenyl}-3-fluoropyrrolidine-1-sulfonamide